[(3S)-3-(1,2,4-Triazol-4-yl)pyrrolidin-1-yl]-[2-[2-(trifluoromethyl)phenyl]sulfonyl-2,6-diazaspiro[3.3]heptan-6-yl]methanone N=1N=CN(C1)[C@@H]1CN(CC1)C(=O)N1CC2(CN(C2)S(=O)(=O)C2=C(C=CC=C2)C(F)(F)F)C1